FC=1C=C(C=CC1F)C1CCC(CC1)N1CCC2(CS(C2)(=O)=O)CC1 7-((1r,4r)-4-(3,4-difluorophenyl)cyclohexyl)-2-thia-7-azaspiro[3.5]nonane 2,2-dioxide